6-amino-9-[(3R)-1-(2-butynoyl)-3-pyrrolidinyl]-7-[4-(3,4-dimethylphenoxy)phenyl]-7,9-dihydro-8H-purin-8-one NC1=C2N(C(N(C2=NC=N1)[C@H]1CN(CC1)C(C#CC)=O)=O)C1=CC=C(C=C1)OC1=CC(=C(C=C1)C)C